γ-(3-fluoro-benzyl)-proline FC=1C=C(CC2C[C@H](NC2)C(=O)O)C=CC1